6-Bromo-1-ethyl-7-methoxyindoline-2,3-dione BrC1=CC=C2C(C(N(C2=C1OC)CC)=O)=O